1-((2S)-4-(3-((4-amino-7-methyl-5-(4-(pyridin-2-yloxy)phenyl)-7H-pyrrolo[2,3-d]pyrimidin-6-yl)ethynyl)azetidin-1-yl)-2-(hydroxymethyl)piperidin-1-yl)prop-2-en-1-one NC=1C2=C(N=CN1)N(C(=C2C2=CC=C(C=C2)OC2=NC=CC=C2)C#CC2CN(C2)C2C[C@H](N(CC2)C(C=C)=O)CO)C